N=1C=NN2C1C=C(C=C2)OC2=C(C(=C(C=C2)NC=2C1=C(N=CN2)C=NC(=C1F)N1C[C@H](N(CC1)C(=O)OC(C)(C)C)C)F)C tert-butyl (R)-4-(4-((4-([1,2,4]triazolo[1,5-a]pyridin-7-yloxy)-2-fluoro-3-methylphenyl)amino)-5-fluoropyrido[3,4-d]pyrimidin-6-yl)-2-methylpiperazine-1-carboxylate